NCCOCCNC(CCCCCN=[N+]=[N-])=O N-(2-(2-aminoethoxy)ethyl)-6-azidohexanamide